C1OCCC12CN(CCC2)C2=CC=C1C(=N2)NC=C1C1=NC(=NC=C1C(F)(F)F)N[C@@H]1CNCCC1 (6-(2-oxa-7-azaspiro[4.5]decan-7-yl)-1H-pyrrolo[2,3-b]pyridin-3-yl)-N-((S)-piperidin-3-yl)-5-(trifluoromethyl)pyrimidin-2-amine